C(C=C)(=O)N1C[C@H](N(CC1)C1=NC(N2C3=C(C(=C(C=C13)Cl)C1=C(C=C(C=C1)F)F)SCC2)=O)C 7-((R)-4-acryloyl-2-methylpiperazin-1-yl)-9-chloro-10-(2,4-difluorophenyl)-2,3-dihydro-5H-[1,4]thiazino[2,3,4-ij]quinazolin-5-one